(2R,3R)-3-(4-fluoro-3-(5-methylthiazol-2-yl)-5-(((R)-1-(2-(trifluoromethyl)pyrimidin-5-yl)ethyl)carbamoyl)phenoxy)butane FC1=C(C=C(O[C@@H](CC)C)C=C1C(N[C@H](C)C=1C=NC(=NC1)C(F)(F)F)=O)C=1SC(=CN1)C